CC1=CC=C(C=C1)S(=O)(=O)OC1CCC(CC1)C(F)(F)F [4-(trifluoromethyl)cyclohexyl] 4-methylbenzenesulfonate